C1(CC1)S(=O)(=O)NC=1SC=C(N1)C(C(=O)NC1=CC=C(C=C1)C=1C(=NC=CC1)OC)(C)C 2-(2-(cyclopropanesulfonylamino)thiazol-4-yl)-N-(4-(2-methoxypyridin-3-yl)phenyl)-2-methylpropanamide